ClCC=1C=CC(=NC1)C=1C(=C(C(=O)OC)C=CC1)OC methyl 3-(5-(chloromethyl)pyridin-2-yl)-2-methoxybenzoate